Tertbutyl ((4-(1-ethoxyvinyl)-3-fluoropyridin-2-yl)methyl)carbamate C(C)OC(=C)C1=C(C(=NC=C1)CNC(OC(C)(C)C)=O)F